CC=1C=C(C=CC1)C1=NN(C=C1)C1=CC(=NC(=N1)OCC1OCCC1)C1CC(OCC1)=O 4-[6-[3-(3-methylphenyl)-1H-pyrazol-1-yl]-2-[(oxolan-2-yl)methoxy]pyrimidin-4-yl]oxan-2-one